BrC1=C(C=CC=C1)C=1OC[C@@H](N1)C(C)(C)C (S)-2-(2-bromophenyl)-4-tert-butyl-4,5-dihydro-oxazole